N,N-bis(pentafluoropropionyloxyethyl)amine FC(C(=O)OCCNCCOC(C(C(F)(F)F)(F)F)=O)(C(F)(F)F)F